(2S)-2-[(3-hydroxyazetidine-1-carbonyl)amino]-4-[2-phenoxyethyl-[4-(5,6,7,8-tetrahydro-1,8-naphthyridin-2-yl)butyl]amino]butanoic acid OC1CN(C1)C(=O)N[C@H](C(=O)O)CCN(CCCCC1=NC=2NCCCC2C=C1)CCOC1=CC=CC=C1